N1C=CC2=C(C=CC=C12)C1=NC=2C3=CC(=CN=C3OC2C(=N1)N1CCOCC1)CN1[C@H]2CO[C@@H](C1)C2 4-(1H-indol-4-yl)-6-(morpholin-4-yl)-12-[(1R,4R)-2-oxa-5-azabicyclo[2.2.1]Hept-5-ylmethyl]-8-oxa-3,5,10-triazatricyclo[7.4.0.02,7]Tridec-1(13),2(7),3,5,9,11-hexaene